tetrabutylammonium difluorooxalate borate B([O-])([O-])[O-].C(C(=O)F)(=O)F.C(CCC)[N+](CCCC)(CCCC)CCCC.C(CCC)[N+](CCCC)(CCCC)CCCC.C(CCC)[N+](CCCC)(CCCC)CCCC